nitrosyliron N(=O)[Fe]